NCC[C@H]1CN(C[C@H](C1(F)F)C)C1=NC=C(C(=N1)NC1=CC2=C(N(C(N2CCC(C)(C)O)=O)C)C=C1)Cl 5-[[2-[(3S,5R)-3-(2-aminoethyl)-4,4-difluoro-5-methyl-1-piperidyl]-5-chloro-pyrimidin-4-yl]amino]-3-(3-hydroxy-3-methyl-butyl)-1-methyl-benzimidazol-2-one